ClC1=C2CCC(C2=CC(=C1)Cl)N(C(=O)NC1(CC(C1)(F)F)C(=O)O)CCCCC1=CC=CC=C1 1-{[(4,6-Dichloro-2,3-Dihydro-1H-Inden-1-Yl)(4-Phenylbutyl)Carbamoyl]Amino}-3,3-Difluorocyclobutane-1-Carboxylic Acid